OC[C@H](C1=CC=CC=C1)NC1=NC(=NC=C1C1=NC(=NO1)C12CCN(CC1)CC2)NC2=CC=C1C(N3N(C1=C2)C(C=CC3)=O)=O (S)-3-((4-((2-hydroxy-1-phenylethyl)amino)-5-(3-(quinuclidin-4-yl)-1,2,4-oxadiazol-5-yl)pyrimidin-2-yl)amino)-11H-pyridazino[1,2-a]indazole-6,11(9H)-dione